CC1=CC=C(C=C1)S(=O)(=O)NN=C1C(CC(CC1)C(=O)OCC)C 4-ethoxycarbonyl-methyl-cyclohexanone p-toluenesulfonylHydrazone